COC1=C(CNS(=O)(=O)C2=CC=C(C=C2)NC(=O)NCC2=CC=NC=C2)C=CC=C1 N-(2-methoxybenzyl)-4-(3-(pyridin-4-ylmethyl)ureido)benzenesulfonamide